(R)-3-(4-amino-3-iodo-1H-pyrazolo[3,4-d]pyrimidine-1-yl)piperidine-1-carboxylic acid tert-butyl ester C(C)(C)(C)OC(=O)N1C[C@@H](CCC1)N1N=C(C=2C1=NC=NC2N)I